C(CCC)(=O)NC(C(=O)C(C(=O)OCCCC)CC(=O)C1=C(C=CC=C1)NC=O)CC(=O)C1=C(C=CC=C1)NC=O butyl 2-(2-butyrylamino-4-(2-formylaminophenyl)-4-oxobutyryl)-4-(2-formylaminophenyl)-4-oxobutanoate